methyl 2-(1-(6-((tert-butoxycarbonyl)amino)hexyl)-6-(2-(tert-butoxycarbonyl)pyridin-3-yl)-1H-pyrrolo[2,3-b]pyridin-2-yl)-7-methoxy-1-methyl-1H-benzo[d]imidazole-5-carboxylate C(C)(C)(C)OC(=O)NCCCCCCN1C(=CC=2C1=NC(=CC2)C=2C(=NC=CC2)C(=O)OC(C)(C)C)C2=NC1=C(N2C)C(=CC(=C1)C(=O)OC)OC